1-METHYL-2-(TRIPHENYL-METHYL)ISOINDOLE-5-BORONIC ACID CC=1N(C=C2C=C(C=CC12)B(O)O)C(C1=CC=CC=C1)(C1=CC=CC=C1)C1=CC=CC=C1